ClC=1C(=C2C(=NC1)NC(=N2)C2=CC=C(C=C2)N2CCN(CC2)CCOC(C)C)NC2CCN(CC2)C 6-Chloro-2-(4-{4-[2-(1-methylethoxy)ethyl]piperazin-1-yl}phenyl)-N-(1-methylpiperidin-4-yl)-3H-imidazo[4,5-b]pyridin-7-amine